Dimethoxyzirconium dichloride [Cl-].[Cl-].CO[Zr+2]OC